CCC1=C(NC(=C1C)CC2C(=C(C(=O)N2)C)C=C)CC3=C(C4=C(N3)/C(=C\\5/[C@H]([C@@H]([C@H](N5)C(=O)O)C)CCC(=O)O)/CC4=O)C The molecule is a member of the class of bilenes that is 1,2,3,21-tetrahydro-5,7-ethanobilene-a-19(16H),5(2)-dione which is substituted at positions 2, 8, 13 and 18 by methyl groups and at positions 1, 3, 12 and 17 by carboxy, 2-carboxyethyl, ethyl and vinyl groups, respectively (the 1S,2S,3S diastereoisomer). It has a role as a luciferin. It is a member of bilenes, an oxo dicarboxylic acid, an amino dicarboxylic acid and a non-proteinogenic L-alpha-amino acid. It is a conjugate acid of a dinoflagellate luciferin(1-).